CC1=C(C(=CC(=C1)C)C)S(=O)(=O)O/N=C(\C)/O (1E)-N-(2,4,6-trimethylphenyl)-sulfonyloxyethanimidic acid